CC(CCNCCCCNCCC(C)N)N 1,12-dimethylspermine